N-[(1S)-1-(dicyclopropylmethyl)-2-[[3-fluoro-1-[(1RS)-1-(6-oxo-3-triethylsilyl-1H-pyridazin-5-yl)ethyl]pyrazol-4-yl]amino]-2-oxo-ethyl]-2-isopropyl-pyrazole C1(CC1)C([C@@H](C(=O)NC=1C(=NN(C1)[C@H](C)C1=CC(=NNC1=O)[Si](CC)(CC)CC)F)N1N(CC=C1)C(C)C)C1CC1 |&1:13|